3,3''-bis(3,6-dimethyl-9H-carbazol-9-yl)-4',6'-bis(3-(3,6-dimethyl-9H-carbazol-9-yl)phenyl)-5'-(pyridin-2-yl)-[1,1':2',1''-terphenyl]-3'-carbonitrile CC=1C=CC=2N(C3=CC=C(C=C3C2C1)C)C=1C=C(C=CC1)C1=C(C(=C(C(=C1C1=CC(=CC=C1)N1C2=CC=C(C=C2C=2C=C(C=CC12)C)C)C1=NC=CC=C1)C1=CC(=CC=C1)N1C2=CC=C(C=C2C=2C=C(C=CC12)C)C)C#N)C1=CC(=CC=C1)N1C2=CC=C(C=C2C=2C=C(C=CC12)C)C